C1CCC12CN(CC2)CC=2C=CC=1N(C2)C=C(N1)CN1N=NC(=C1)C1=C2C=NN(C2=CC(=C1)N)C1OCCCC1 4-(1-((6-((6-azaspiro[3.4]octane-6-yl)methyl)imidazo[1,2-a]pyridin-2-yl)methyl)-1H-1,2,3-triazol-4-yl)-1-(tetrahydro-2H-pyran-2-yl)-1H-indazol-6-amine